ClC1=CC=CC(=C1)OC1=C(C=CC=2C=COC21)F 2-chloro-4-((6-fluorobenzofuran-7-yl)oxy)benzene